2-(acetamidomethyl)-4-(4,4-difluoropiperidin-3-yl)pyridine 1-oxide, trifluoroacetic acid salt FC(C(=O)O)(F)F.C(C)(=O)NCC1=[N+](C=CC(=C1)C1CNCCC1(F)F)[O-]